trans-N-(4-Fluoro-3-methylphenyl)-7-methyl-2-(5-methyloxazol-4-carbonyl)-2,3,3a,4,10,10a-hexahydro-1H,7H-dipyrrolo[3,4-b:3',4'-f][1,4,5]oxathiazocin-8-carboxamid-5,5-dioxid FC1=C(C=C(C=C1)NC(=O)C=1N(C=C2C1OC[C@H]1[C@H](NS2(=O)=O)CN(C1)C(=O)C=1N=COC1C)C)C